1-(5-bromopyridin-2-yl)-3-phenylurea BrC=1C=CC(=NC1)NC(=O)NC1=CC=CC=C1